2-(diphenylphosphino)-N-methylaniline C1(=CC=CC=C1)P(C1=C(NC)C=CC=C1)C1=CC=CC=C1